1,3-dioxo-2-benzofuran-4-sulfonic acid O=C1OC(C2=C1C=CC=C2S(=O)(=O)O)=O